O1C(CCCCCCC\C=C\CCCCCC1)=O (10E)-oxacycloheptadec-10-en-2-one